6-(3-methyl-2,3,4,5-tetrahydropyridin-6-yl)Isoquinoline CC1CN=C(CC1)C=1C=C2C=CN=CC2=CC1